NCCOCCOCCOCCOCCNC1=C2C(N(C(C2=CC=C1)=O)C1C(N(C(CC1)=O)C)=O)=O 4-(15-amino-4,7,10,13-tetraoxa-1-azapentadecan-1-yl)-2-(1-methyl-2,6-dioxopiperidin-3-yl)-2,3-dihydro-1H-isoindole-1,3-dione